Racemic-10-chloro-11-(3-methoxypropoxy)-2,2-dimethyl-7-oxo-1,2,7,12b-tetrahydroazeto[2,1-a]pyrido[1,2-c]phthalazine-6-carboxylic acid ClC=1C=C2C=3N(N4[C@@H](C2=CC1OCCCOC)CC4(C)C)C=C(C(C3)=O)C(=O)O |r|